N-(3-morpholino-5-(4,4,5,5-tetramethyl-1,3,2-dioxaborolan-2-yl)phenyl)acrylamide O1CCN(CC1)C=1C=C(C=C(C1)B1OC(C(O1)(C)C)(C)C)NC(C=C)=O